1-(3-((2-Methylquinazolin-4-yl)oxy)propyl)pyrrolidin-3-ol hydrochloride Cl.CC1=NC2=CC=CC=C2C(=N1)OCCCN1CC(CC1)O